N-{4-[((1R,8R)-8-hydroxy-3,6-diazabicyclo[4.3.0]non-3-yl)methyl]phenyl}{[(4-methoxyphenyl)methyl]amino}carboxamide O[C@H]1CN2CCN(C[C@H]2C1)CC1=CC=C(C=C1)NC(=O)NCC1=CC=C(C=C1)OC